ClC=1C(=C(C=CC1)NC1=NC=NC2=CC=C(C(=C12)OCCCOC)NC(\C=C\CN(C)C)=O)F (E)-N-(4-((3-chloro-2-fluorophenyl)amino)-5-(3-methoxypropoxy)quinazolin-6-yl)-4-(dimethylamino)but-2-enamide